3-hydroxy-2-[(5-methoxy-2-methyl-2H-indazol-3-yl)formamido]-2-methylpropanamide OCC(C(=O)N)(C)NC(=O)C=1N(N=C2C=CC(=CC12)OC)C